CN(NC)CC=1N(C2=CC=CC=C2C1)CCC(=O)NC(C(NCCOCCOCCC(N(C(C(OCC)=O)C)C)=O)=O)CS(=O)(=O)O 18-(3-(2-((1,2-dimethylhydrazino)methyl)-1H-indol-1-yl)propionamido)-5,6-dimethyl-4,7,17-trioxo-3,10,13-trioxa-6,16-diazanonadecane-19-sulfonic acid